BrC1=C(C=CC(=C1)OC)OC(F)(F)F 2-bromo-4-methoxy-1-(trifluoromethoxy)benzene